[I-].ClC1=CC(=[N+](C=C1)C)C1=CC=C(C=C1)OCCCCCCC 4-chloro-1-methyl-2-(4-(heptyloxy)phenyl)pyridinium iodide